1,4-bis(dimethylamino)2-butyne CN(CC#CCN(C)C)C